2-methyl-2-(4-piperidinyl)propionic acid CC(C(=O)O)(C)C1CCNCC1